CCCCCC=CCC=CCCCCCCCCC(CCCCCCCCC=CCC=CCCCCC)=O heptatriaconta-6,9,28,31-tetraen-19-one